N(=C=O)C(C)C1CC1 (1-isocyanatoethyl)cyclopropane